FC1=CC=C(C=C1)CN1N=C(N=C1)C(=O)N[C@@H]1C(N(C=2N(CC1)N=CC2)C)=O |r| 1-[(4-fluorophenyl)methyl]-N-[rac-(6S)-4-methyl-5-oxo-7,8-dihydro-6H-pyrazolo[1,5-a][1,3]diazepin-6-yl]-1,2,4-triazole-3-carboxamide